O[C@@H]([C@@H]([C@@H](CO)O)O)C=1N=C(NC1)C(C)=NO 1-(4-((1R,2S,3R)-1,2,3,4-tetrahydroxybutyl)-1H-imidazol-2-yl)ethan-1-one oxime